ClC1=CC=2C(=NN(N2)C2=C(C(=CC(=C2)C)C(C)(C)C)O)C=C1 2-(5-chloro-2H-benzotriazol-2-yl)-6-tertiarybutyl-4-methylphenol